((3aR,4R,6R,6aR)-6-(5-cyclopentyl-4-((2,4-dimethoxybenzyl)amino)-7H-pyrrolo[2,3-d]pyrimidin-7-yl)-2,2-dimethyltetrahydrofuro[3,4-d][1,3]dioxol-4-yl)methyl 4-methylbenzenesulfonate CC1=CC=C(C=C1)S(=O)(=O)OC[C@H]1O[C@H]([C@@H]2OC(O[C@@H]21)(C)C)N2C=C(C1=C2N=CN=C1NCC1=C(C=C(C=C1)OC)OC)C1CCCC1